7-(4-(2-aminoethyl)benzyl)-1-benzyl-2-(pentan-2-yl)-1H-imidazo[4,5-c]quinolin-4-amine NCCC1=CC=C(CC=2C=CC=3C4=C(C(=NC3C2)N)N=C(N4CC4=CC=CC=C4)C(C)CCC)C=C1